NC(C(=O)[O-])=C.[Tb+3].NC(C(=O)[O-])=C.NC(C(=O)[O-])=C terbium aminoacrylate